(diphenylaminophenyl)(diphenylaminobiphenyl) C1(=CC=CC=C1)N(C1=CC=CC=C1)C1=C(C=CC=C1)C=1C(=C(C=CC1)C1=CC=CC=C1)N(C1=CC=CC=C1)C1=CC=CC=C1